C(CCCCCCCCCCCCCCC)(=O)OC1=C(C(=O)[O-])C=CC=C1 2-(palmitoyloxy)benzoate